ClC1=C(C(=O)NC2[C@@H]3CN(C[C@H]23)C2=NC=C(C=C2)C=2C=3N(C=C(C2)C=2C=NN(C2)C)N=CC3C#N)C=C(C=C1)F 2-chloro-N-((1R,5S,6s)-3-(5-(3-cyano-6-(1-methyl-1H-pyrazol-4-yl)pyrazolo[1,5-a]pyridin-4-yl)pyridin-2-yl)-3-azabicyclo[3.1.0]hexane-6-yl)-5-fluorobenzamide